C1(CC1)C=1N=C(SC1)[C@@H](C)NC1=CC(=NC=2N1N=CC2C(C)C)NC[C@@H]2[C@H](CNCC2)O (3R,4R)-4-(((7-(((R)-1-(4-Cyclopropylthiazol-2-yl)ethyl)amino)-3-isopropylpyrazolo[1,5-a]pyrimidin-5-yl)amino)methyl)piperidin-3-ol